ClC1=CC=C(CNC(=O)C2=CC=3C(=C(N=NC3)OCC3(CC3)S(=O)(=O)C3COC3)N(C2=O)C)C=C1 N-(4-chlorobenzyl)-1-methyl-8-((1-(oxetan-3-ylsulfonyl)cyclopropyl)methoxy)-2-oxo-1,2-dihydropyrido[2,3-d]pyridazine-3-carboxamide